2-(cyclopropylsulfonyl)-7-fluoro-4-(4,4,5,5-tetramethyl-1,3,2-dioxaborolan-2-yl)-5-(trifluoromethyl)-1H-indole C1(CC1)S(=O)(=O)C=1NC2=C(C=C(C(=C2C1)B1OC(C(O1)(C)C)(C)C)C(F)(F)F)F